C(CCC)(C1=C(C(=CC=C1C)C(C)(C)C)O)C1=C(C(=CC=C1C)C(C)(C)C)O butylidene-bis-(3-methyl-6-tert-butylphenol)